FC1=C(N)C=CC(=C1)OC1CCN(CC1)C 2-fluoro-4-((1-methylpiperidin-4-yl)oxy)aniline